N-(1-(3-cyano-9-ethyl-6,6-dimethyl-11-oxo-6,11-dihydro-5H-benzo[b]carbazol-8-yl)piperidin-4-yl)-4-((2-(2,6-dioxopiperidin-3-yl)-1-oxoisoindolin-4-yl)amino)butanamide C(#N)C1=CC=C2C=3C(C4=C(C(C3NC2=C1)(C)C)C=C(C(=C4)CC)N4CCC(CC4)NC(CCCNC4=C1CN(C(C1=CC=C4)=O)C4C(NC(CC4)=O)=O)=O)=O